3-(morpholin-4-yl)quinolin N1(CCOCC1)C=1C=NC2=CC=CC=C2C1